(R)-3-cyclopropyl-7-isopropyl-4-methoxy-4,5,6,7-tetrahydroisoxazolo[4'',3'':6',7']cyclohepta[1',2':4,5]pyrrolo[2,3-d]pyrimidin-11-amine C1(CC1)C=1ON=C2C1[C@@H](CCC1=C2C2=C(N=CN=C2N)N1C(C)C)OC